C[Si](CCCCCCCC[Si](C1=CC=CC=C1)(N(C)C)N(C)C)(OC)C 1-dimethylmethoxysilyl-8-bis(dimethylamino)phenylsilyloctane